Cl.N=1SN=C2C1C=CC=C2CN 2,1,3-benzothiadiazol-4-ylmethanamine hydrochloride